O1[C@@H](COCC1)COC=1N2CCC3=C(C2=C(C(C1)=O)C)C=CC(=C3)C3CN(C3)C(=O)OC(C)(C)C tert-butyl 3-[4-[[(2S)-1,4-dioxan-2-yl]methoxy]-1-methyl-2-oxo-6,7-dihydrobenzo[a]quinolizin-9-yl]azetidine-1-carboxylate